C(C)[C@@H]1CN(CCN1C1=NC=C(N=C1)C(NC=1C=C(C=2N(C1)C=C(N2)C)F)=O)C(=O)OC(C)(C)C tert-butyl (R)-3-ethyl-4-(5-((8-fluoro-2-methylimidazo[1,2-a]pyridin-6-yl)carbamoyl)pyrazin-2-yl)piperazine-1-carboxylate